1-[5-(1-Benzofuran-5-sulfonyl)-1H,2H,3H,4H,5H,6H-pyrrolo[3,4-c]pyrrol-2-yl]-2-(3-methoxyphenoxy)propan-1-one O1C=CC2=C1C=CC(=C2)S(=O)(=O)N2CC1=C(C2)CN(C1)C(C(C)OC1=CC(=CC=C1)OC)=O